1-((2-aminopyridin-4-yl)methyl)-3-(4-(tert-butyl)phenyl)-5,5-dimethylimidazolidine-2,4-dione NC1=NC=CC(=C1)CN1C(N(C(C1(C)C)=O)C1=CC=C(C=C1)C(C)(C)C)=O